NC=1C=NC2=CC=C(C=C2C1)B(O)O (3-aminoquinolin-6-yl)boronic acid